C1(CCCCC1)CC(=O)C1=CC2=CC=CC=C2C=C1 2-cyclohexyl-1-(2-naphthyl)-1-ethanone